C(C)OC(CC=CC=C[SiH3])OCC diethoxyethylvinylvinylsilane